5-(((tert-Butoxycarbonyl)amino)methyl)-1,3,4-oxadiazole-2-carboxylic acid ethyl ester C(C)OC(=O)C=1OC(=NN1)CNC(=O)OC(C)(C)C